ClC=1C=2N(C3=CC=C(C=C3N1)C(=O)OC)C=C(C2)SC(F)(F)F Methyl 4-chloro-2-((trifluoromethyl)thio)pyrrolo[1,2-a]quinoxaline-7-carboxylate